NC(/C=C/CC[C@@H](C(=O)NC=1C(N(C=CC1)CC1=NC2=C(N1)C(=CC(=C2)F)OCC2=C(C=C(C=C2)F)F)=O)NC(OC)=O)=O methyl (S,E)-(7-amino-1-((1-((7-((2,4-difluorobenzyl)oxy)-5-fluoro-1H-benzo[d]imidazol-2-yl)methyl)-2-oxo-1,2-dihydropyridin-3-yl)amino)-1,7-dioxohept-5-en-2-yl)carbamate